C(CCC)C1CC(CC1)=O 3-Butyl-cyclopentanone